2-chloro-N-[3-[(2,6-dioxo-3-piperidyl)amino]phenyl]acetamide tert-butyl-(4-((4-(2-cyclopropylpyrimidin-5-yl)thiazol-2-yl)oxy)-2-fluorophenyl)carbamate C(C)(C)(C)N(C(O)=O)C1=C(C=C(C=C1)OC=1SC=C(N1)C=1C=NC(=NC1)C1CC1)F.ClCC(=O)NC1=CC(=CC=C1)NC1C(NC(CC1)=O)=O